2-((5-bromopyridin-3-yl)oxy)-3-(ethoxy-d5)pyridine BrC=1C=C(C=NC1)OC1=NC=CC=C1OC(C([2H])([2H])[2H])([2H])[2H]